2,6,6-TRIMETHYL-BICYCLO(3.1.1)HEPTANE CC1C2C(C(CC1)C2)(C)C